C(C)N1N=C(C=C1C1=NNC(=N1)C1=NC(=CC2=C1C=NN2)C(=O)N)C 4-[3-(1-ethyl-3-methyl-1H-pyrazol-5-yl)-1H-1,2,4-triazol-5-yl]-1H-pyrazolo[4,3-c]pyridine-6-carboxamide